5-tert-butyl-3-amino-1,2,3-triazine C(C)(C)(C)C1=CN(NN=C1)N